C(C)C1=C(C=CC=C1)N1C=C(C(C2=CC(=C(C=C12)N1[C@H](CCC1)COC1=NC=CC=C1)F)=O)C(=O)O (R)-1-(2-ethylphenyl)-6-fluoro-4-oxo-7-(2-((pyridin-2-yloxy)methyl)pyrrolidin-1-yl)-1,4-dihydro-quinoline-3-carboxylic acid